1-bromo-3-chloro-5-(methoxymethoxy)-2-(prop-1-en-1-yl)benzene BrC1=C(C(=CC(=C1)OCOC)Cl)C=CC